CN1N=C2C(N(CCC2=C1C=1C=CC=C2C=CN(C12)C)C(=O)C=1C=C2C=CC=NC2=CC1)C (2,7-Dimethyl-3-(1-methyl-1H-indol-7-yl)-2,4,5,7-tetrahydro-6H-pyrazolo[3,4-c]pyridin-6-yl)(quinolin-6-yl)methanone